4-((1R,5S)-3,8-diazabicyclo[3.2.1]octan-3-yl)-8-fluoro-7-(8-(prop-1-yn-1-yl)naphthalen-1-yl)-2-((tetrahydro-1H-pyrrolizin-7a(5H)-yl)methoxy)pyrido[4,3-d]pyrimidine [C@H]12CN(C[C@H](CC1)N2)C=2C1=C(N=C(N2)OCC23CCCN3CCC2)C(=C(N=C1)C1=CC=CC2=CC=CC(=C12)C#CC)F